C(C)S(=O)(=O)C1=CC(=C(C=C1)NCC#CC=1N(C2=CC=CC(=C2C1)NC1CCC(CC1)N(C)C)CC(F)(F)F)OC (1S,4S)-N4-[2-(3-{[4-(ethanesulfonyl)-2-methoxyphenyl]amino}prop-1-yn-1-yl)-1-(2,2,2-trifluoroethyl)-1H-indol-4-yl]-N1,N1-dimethylcyclohexane-1,4-diamine